O=C(C[N+]1=CC2=CC=CC=C2C=C1)NC1=CC=CC=C1 2-(2-oxo-2-(phenylamino)ethyl)isoquinolin-2-ium